3-(1-Octylidene)Aminopropyltrimethyloxysilane C(CCCCCCC)=NCCC[Si](OC)(OC)OC